NC=1C=C(C=C(C1)C(F)(F)F)[C@@H](C)NC=1C2=C(N=C(N1)C)N=C(C(=C2)SCC2=CC=CC=C2)N2CCCC2 (R)-N-(1-(3-amino-5-(trifluoromethyl)phenyl)ethyl)-6-(benzylthio)-2-methyl-7-(pyrrolidin-1-yl)pyrido[2,3-d]pyrimidin-4-amine